(2R,3aS,6S,6aR)-2-(4-amino-7H-pyrrolo[2,3-d]pyrimidin-7-yl)-6-((2,3-dihydro-1H-pyrrolo[2,3-b]quinolin-7-yl)oxy)hexahydro-3aH-cyclopenta[b]furan-3,3a-diol NC=1C2=C(N=CN1)N(C=C2)[C@H]2C([C@@]1([C@H](O2)[C@H](CC1)OC1=CC=C2C=C3C(=NC2=C1)NCC3)O)O